N-oleoyl-N-methyltaurine sodium [Na].C(CCCCCCC\C=C/CCCCCCCC)(=O)N(CCS(=O)(=O)O)C